3-({6-fluoroimidazo[1,2-a]pyridin-5-yl}sulfonyl)-1-[8-(5-fluoropyridin-2-yl)-3,8-diazabicyclo[3.2.1]octan-3-yl]propan-1-one FC=1C=CC=2N(C1S(=O)(=O)CCC(=O)N1CC3CCC(C1)N3C3=NC=C(C=C3)F)C=CN2